2-bromo-N-(4-((5-(1,6-dimethyl-1H-pyrazolo[3,4-b]pyridin-4-yl)-3-methyl-4,5,6,7-tetrahydro-1H-pyrazolo[4,3-c]pyridin-1-yl)methyl)bicyclo[2.2.2]oct-1-yl)acetamide copper [Cu].BrCC(=O)NC12CCC(CC1)(CC2)CN2N=C(C=1CN(CCC12)C1=C2C(=NC(=C1)C)N(N=C2)C)C